(S)-3-(but-3-en-2-yl)-5-hydroxy-4,6-dioxo-N-(2,4,6-trifluorobenzyl)-1-(1-vinylcyclobutyl)-2,3,4,6-tetrahydro-1H-pyrido[2,1-f][1,2,4]triazine-7-carboxamide C[C@@H](C=C)N1CN(N2C(C1=O)=C(C(C(=C2)C(=O)NCC2=C(C=C(C=C2F)F)F)=O)O)C2(CCC2)C=C